CC1=NOC(=C1COC1=NC=CC(=N1)C1=CC=CC=C1)C1=CC=C(O[C@@H]2C[C@H](CCC2)C(=O)O)C=C1 |r| (±)-Trans-3-(4-(3-methyl-4-(((4-phenylpyrimidin-2-yl)oxy)methyl)isoxazol-5-yl)phenoxy)cyclohexanecarboxylic Acid